C(#N)C=1C=C(C(=NC1OCC1=C(C=CC(=C1)C(F)(F)F)F)C(F)(F)F)C(=O)O 5-Cyano-6-[[2-fluoro-5-(trifluoromethyl)phenyl]methoxy]-2-(trifluoromethyl)pyridine-3-carboxylic acid